TRIAZATETRACYCLO[8.6.1.02,7.013,17]HEPTADECA-1(16),2(7),3,5,10,13(17)-HEXAENE-5-CARBOXAMIDE C=12C=3N=NC(=NC3CCC3=CCC(CCC1)=C23)C(=O)N